5-(4-bromo-3,4-dihydroquinolin-1(2H)-yl)-7-fluoro-1-methyl-[1,2,4]triazolo[4,3-a]quinazoline BrC1CCN(C2=CC=CC=C12)C1=NC=2N(C3=CC=C(C=C13)F)C(=NN2)C